2-(4-((4-(ethyl(2-fluoro-4-(1-methyl-1H-pyrazol-4-yl)benzyl)amino)-7H-pyrrolo[2,3-d]pyrimidin-7-yl)methyl)-3-hydroxypiperidin-1-yl)acetamide C(C)N(C=1C2=C(N=CN1)N(C=C2)CC2C(CN(CC2)CC(=O)N)O)CC2=C(C=C(C=C2)C=2C=NN(C2)C)F